C(C=C)(=O)OCCCCCCCC(F)CCCCCCCCCCCCC tridecyl-fluoro-1-octyl acrylate